FC=1C=C(C=C(C1)F)COC=1C(=NC=C(C1)B1OC(C(O1)(C)C)C)N1N=CC(=C1)C(=O)OCC ethyl 1-{3-[(3,5-difluorophenyl)methoxy]-5-(4,4,5-trimethyl-1,3,2-dioxaborolan-2-yl) pyridin-2-yl}pyrazole-4-carboxylate